S(C=1C=C(C(=C(C1)C(C)(C)C)O)C)C=1C=C(C(=C(C1)C(C)(C)C)O)C 4,4'-thiobis(6-t-butyl-o-cresol)